4-bromo-2-[(2S)-2-(4-chlorophenyl)-2-fluoroethyl]-2H-indazole BrC=1C2=CN(N=C2C=CC1)C[C@@H](F)C1=CC=C(C=C1)Cl